6-(3,5-difluorobenzyl)-2-(pyridin-2-yl)-4,5,6,7-tetrahydro-2H-pyrazolo[3,4-c]pyridin-3-ol FC=1C=C(CN2CC=3C(CC2)=C(N(N3)C3=NC=CC=C3)O)C=C(C1)F